NC=1C=2N(C3=CC(=CC=C3N1)C(=O)N([C@H]1COCC3=CC(=CC=C13)C(F)(F)F)C)C=NC2 (R)-4-amino-N-methyl-N-(7-(trifluoromethyl)isochroman-4-yl)imidazo[1,5-a]quinoxaline-8-carboxamide